6-FLUORO-2-(TRIFLUOROMETHYL)PYRIDINE-3-BORONIC ACID FC1=CC=C(C(=N1)C(F)(F)F)B(O)O